tert-Butyl 3-(3-(4-(2,3-dichlorophenyl)piperazin-1-yl)propyl)-3-hydroxypyrrolidine-1-carboxylate ClC1=C(C=CC=C1Cl)N1CCN(CC1)CCCC1(CN(CC1)C(=O)OC(C)(C)C)O